(6S,10S,15S)-6,10-bis(tert-butoxycarbonyl)-15-hexyl-3,8,13-trioxo-1-phenyl-2-oxa-7,9,14-triazahexadecan-16-oic acid C(C)(C)(C)OC(=O)[C@H](CCC(OCC1=CC=CC=C1)=O)NC(N[C@@H](CCC(N[C@H](C(=O)O)CCCCCC)=O)C(=O)OC(C)(C)C)=O